CN1C(N(C2=C1C=C(C=C2)CN2CCC(CC2)N2CCNCC2)C2CNCCC2)=O 3-[3-methyl-2-oxo-5-[(4-piperazin-1-yl-1-piperidyl)methyl]benzimidazol-1-yl]piperidine